CN1N=C(C2=CC=CC(=C12)OCC(N1CCNCC1)=O)C1C(NC(CC1)=O)=O 3-(1-methyl-7-(2-oxo-2-(piperazin-1-yl)ethoxy)-1H-indazol-3-yl)-piperidine-2,6-dione